2-Chloro-N-((6'-methoxy-[2,2'-bipyridin]-5-yl)methyl)-6-methylbenzamide ClC1=C(C(=O)NCC=2C=CC(=NC2)C2=NC(=CC=C2)OC)C(=CC=C1)C